((1R,5S,6s)-6-((6-(4-fluorophenyl)-4-(2-methylazetidin-2-yl)pyridin-2-yl)oxy)-3-azabicyclo[3.1.0]hexan-3-yl)(1-methyl-3-(thiazol-4-yl)-1H-pyrazol-5-yl)methanone FC1=CC=C(C=C1)C1=CC(=CC(=N1)OC1[C@@H]2CN(C[C@H]12)C(=O)C1=CC(=NN1C)C=1N=CSC1)C1(NCC1)C